2-((4S)-6-(4-bromophenyl)-8-methoxy-1-methyl-4H-benzo[f][1,2,4]triazolo[4,3-a][1,4]diazepin-4-yl)acetic acid BrC1=CC=C(C=C1)C1=N[C@H](C=2N(C3=C1C=C(C=C3)OC)C(=NN2)C)CC(=O)O